(R)-2-((4-chloro-2-fluorobenzyl)oxy)-7a,8,10,11-tetrahydro-5H-pyrazino[2,1-c]pyrido[2,3-e][1,4]oxazepine ClC1=CC(=C(COC=2C=CC3=C(N4[C@@H](COC3)CNCC4)N2)C=C1)F